C12(CCC(C1)C2)NC2=NC(=NC=C2C(=O)N)NC2CCC(CC2)O 4-(bicyclo[2.1.1]hexan-1-ylamino)-2-((1r,4r)-4-hydroxycyclohexylamino)pyrimidine-5-carboxamide